C(CC)SC(C1=C(C=CC=C1)C(=O)O)=S carboxydithiobenzoic acid propyl ester